COC(C1=C(C=C(C(=C1)[N+](=O)[O-])OC)C)=O 4-methoxy-2-methyl-5-nitrobenzoic acid methyl ester